1-(6-chloro-3,4-dihydro-2,7-naphthyridin-2(1H)-yl)ethanone ClC=1C=C2CCN(CC2=CN1)C(C)=O